Selenophen-2-ylboronic acid neopentyl ester C(C(C)(C)C)OB(O)C=1[Se]C=CC1